hydroxyl-cobalt nitrate [N+](=O)([O-])[O-].O[Co+]